ClC=1C(=NC=NC1C1=CC(=CC(=C1)Cl)Cl)C(=O)O 5-chloro-6-(3,5-dichlorophenyl)pyrimidine-4-carboxylic acid